O=C1N(C(C=C1)=O)CCC(=O)NC1=CC(=C(C=C1)OS(=O)[O-])OC 4-(3-(2,5-dioxo-2,5-dihydro-1H-pyrrol-1-yl) propanamido)-2-methoxyphenylsulphite